C[C@@H]1CN(CCN1)C(=O)C=1N=C(SC1)C=1C=NN(C1)C1=CC=CC=C1 (3R)-3-methyl-1-[2-(1-phenyl-1H-pyrazol-4-yl)-1,3-thiazole-4-carbonyl]piperazine